(3-(1H-indazol-3-yl)cyclohexyl)-4-(oxetan-3-yloxy)-5-(trifluoromethyl)pyrimidin N1N=C(C2=CC=CC=C12)C1CC(CCC1)C1=NC=C(C(=N1)OC1COC1)C(F)(F)F